(3S,4S)-3-hydroxy-4-((R)-5H-imidazo[5,1-a]isoindol-5-yl)tetrahydrothiophene 1,1-dioxide O[C@@H]1CS(C[C@H]1[C@H]1N2C(C3=CC=CC=C13)=CN=C2)(=O)=O